2-[1-[[3-fluoro-5-(trifluoromethyl)phenyl]methyl]-5-oxopyrrolidin-2-yl]acetic acid FC=1C=C(C=C(C1)C(F)(F)F)CN1C(CCC1=O)CC(=O)O